1-(1,3-bis(oleoyloxy)propan-2-yl) 10-(4-(hydroxymethyl)-2,6-dimethoxyphenyl) 3,8-dimethyldecanedioate CC(CC(=O)OC(COC(CCCCCCC\C=C/CCCCCCCC)=O)COC(CCCCCCC\C=C/CCCCCCCC)=O)CCCCC(CC(=O)OC1=C(C=C(C=C1OC)CO)OC)C